1,2,3,4-tetrahydroquinoline methyl-(Z)-2-hydroxy-4-(1-methyl-1H-pyrazol-4-yl)-4-oxobut-2-enoate COC(/C(=C/C(=O)C=1C=NN(C1)C)/O)=O.N1CCCC2=CC=CC=C12